N[C@H](C(=O)O)CC1=CC(=C(C=C1)O)F (S)-2-amino-3-(3-fluoro-4-hydroxyphenyl)propanoic acid